CC1=C(C=CC=C1NC(=O)C1=CC(=C(C=N1)CN1CCC(CC1)C(=O)OC)OC)C1=C(C(=CC=C1)NC(=O)C1=CC(=C(C=N1)CN1CCC(CC1)C(=O)OC)OC)C dimethyl 1,1'-(((((2,2'-dimethyl-[1,1'-biphenyl]-3,3'-diyl)bis(azanediyl))bis(carbonyl))bis(4-methoxypyridine-6,3-diyl))bis(methylene))bis(piperidine-4-carboxylate)